FC(S(=O)(=O)OC1=C2C(=NC(=NC2=CC=C1)C(F)(F)F)OCCC(F)(F)F)(F)F [2-(trifluoromethyl)-4-(3,3,3-trifluoropropoxy)quinazolin-5-yl] trifluoromethanesulfonate